FC1=C(C(=CC=C1)F)C(C)(C)C1=NOC(=C1)C1=NC(=CC(=N1)O[C@@H]1C[C@H](NCC1)CC#N)O[C@@H](C)[C@H]1N(CCC1)C 2-[(2R,4S)-4-[(2-{3-[2-(2,6-difluoro-phenyl)propan-2-yl]-1,2-oxazol-5-yl}-6-[(1S)-1-[(2S)-1-methylpyrrolidin-2-yl]eth-oxy]pyrimidin-4-yl)oxy]-piperidin-2-yl]acetonitrile